rel-(2R,6R)-4-(8-cyanoquinolin-5-yl)-N-((3R,4S)-4-fluoropyrrolidin-3-yl)-6-methylmorpholine-2-carboxamide hydrochloride Cl.C(#N)C=1C=CC(=C2C=CC=NC12)N1C[C@@H](O[C@@H](C1)C)C(=O)N[C@@H]1CNC[C@@H]1F |o1:15,17|